N-[3-(4-methylpiperazin-1-yl)phenyl]-8-(4-methylsulfonylphenyl)-[1,2,4]triazolo[1,5-a]pyridin-2-amine CN1CCN(CC1)C=1C=C(C=CC1)NC1=NN2C(C(=CC=C2)C2=CC=C(C=C2)S(=O)(=O)C)=N1